FC12COC(C1)C2 4-fluorooxabicyclo[2.1.1]hexane